3-oxo-1-phenyl-2,7,10,13,16-pentaoxa-4-azaoctadecan-18-oic acid O=C(OCC1=CC=CC=C1)NCCOCCOCCOCCOCC(=O)O